CC=1N=C2N(N=C(C(=C2C)C)N2CC=3C=C(C=NC3CC2)NCC2COCCC2)C(C1)=O 2,8,9-trimethyl-7-(3-(((tetrahydro-2H-pyran-3-yl)methyl)amino)-7,8-dihydro-1,6-naphthyridin-6(5H)-yl)-4H-pyrimido[1,2-b]pyridazin-4-one